C(#N)C1=C(SC2=C1C(=NC=C2F)C=2C1=C(C=3C=NC(=NC3C2F)N2C[C@@H]([C@@H](C2)N(C)C(C)C)O)COC1)NC(OC(C)(C)C)=O tert-Butyl (3-cyano-7-fluoro-4-(5-fluoro-3-((3S,4R)-3-hydroxy-4-(isopropyl(methyl)amino) pyrrolidin-1-yl)-7,9-dihydrofuro[3,4-f]quinazolin-6-yl)thieno[3,2-c]pyridin-2-yl)carbamate